FC1(CCC(CC1)C1=NOC(=N1)N1CC2=C(CC1)N=C(S2)NC(=O)NCC2=NN=CN2)F N-{5-[3-(4,4-difluorocyclohexyl)-1,2,4-oxadiazol-5-yl]-4,5,6,7-tetrahydro[1,3]thiazolo[5,4-c]pyridin-2-yl}-N'-[(4H-1,2,4-triazol-3-yl)methyl]urea